ClC1=NC(=CC(=C1)C1=CC=CC=C1)C1=CC=CC=C1 2-chloro-4,6-diphenylpyridine